((2R,6S)-4-benzyl-2-((benzyloxy)methyl)-6-methylpiperazin-1-yl)-2-oxoacetic acid ethyl ester C(C)OC(C(=O)N1[C@H](CN(C[C@@H]1C)CC1=CC=CC=C1)COCC1=CC=CC=C1)=O